FC(C=1C=C2C(=NC1)N(C=C2I)C(=O)OC(C)(C)C)F tert-butyl 5-(difluoromethyl)-3-iodo-1H-pyrrolo[2,3-b]pyridine-1-carboxylate